CC=1C(=NC=CC1C#N)O[C@H]1CN([C@@H](CC1)C)C(=O)C=1SC=CC1C1=NC=CC=N1 3-methyl-2-({(3R,6R)-6-methyl-1-[(3-pyrimidin-2-ylthiophen-2-yl)carbonyl]piperidin-3-yl}oxy)pyridine-4-carbonitrile